CC(C)(C)[S@](=O)N[C@H](C)C1=NC(=NS1)C1=CC(=NC=C1)OC (S)-2-methyl-N-[(1R)-1-[3-(2-methoxy-4-pyridyl)-1,2,4-thiadiazol-5-yl]ethyl]propane-2-sulfinamide